8-(Sulfamylamino)octanoic acid tert-butyl ester C(C)(C)(C)OC(CCCCCCCNS(N)(=O)=O)=O